C(C)(C)(C)OC(=O)NC(N1[C@@H](C[C@H](C1)O)C1=NC(=NO1)C1=CC(=C(C=C1)OCCCC1=CC(=C(C=C1)Cl)Cl)C(F)(F)F)=NC(OC(C)(C)C)=O tert-butyl (((tert-butoxycarbonyl)amino)((2S,4R)-2-(3-(4-(3-(3,4-dichlorophenyl)propoxy)-3-(trifluoromethyl)phenyl)-1,2,4-oxadiazol-5-yl)-4-hydroxypyrrolidin-1-yl)methylene)carbamate